Tert-butyl trans-2-(4-(4-amino-3-(4-phenoxyphenyl)-1H-pyrazolo[3,4-d]pyrimidin-1-yl)-3-fluoropiperidin-1-yl)-7-azaspiro[3.5]nonane-7-carboxylate NC1=C2C(=NC=N1)N(N=C2C2=CC=C(C=C2)OC2=CC=CC=C2)[C@H]2[C@@H](CN(CC2)C2CC1(C2)CCN(CC1)C(=O)OC(C)(C)C)F